(E)-2-(7-trifluoromethylchroman-4-ylidene)-N-((7R)-7-hydroxy-5,6,7,8-tetrahydronaphthalen-1-yl)acetamide tellurium carbon [C].[Te].FC(C1=CC=C2\C(\CCOC2=C1)=C\C(=O)NC1=CC=CC=2CC[C@H](CC12)O)(F)F